C(C)(C)(C)OC(=O)NCCN1C=CC=2C(C(=CC(C12)=O)C1=CC=C(C=C1)F)=O (tert-Butoxycarbonylaminoethyl)-5-(4-fluorophenyl)-1H-indole-4,7-dione